O.[Fe].[Mn].[Si] silicon-manganese iron water